C(C)(C)(C)C=1C=C(C=C(C1O)C(C)(C)C)C(SC[13C](=O)O)C1=CC=CC=C1 2-(((3,5-bis-tert-butyl-4-hydroxyphenyl)(phenyl)methyl)thio)acetic acid-13C